methyl (S)-2-((4-(6-((4-cyano-2-fluorobenzyl)oxy)-5-fluoropyridin-2-yl)piperidin-1-yl)methyl)-1-(oxetan-2-ylmethyl)-1H-thieno[2,3-d]imidazole-5-carboxylate C(#N)C1=CC(=C(COC2=C(C=CC(=N2)C2CCN(CC2)CC=2N(C3=C(N2)SC(=C3)C(=O)OC)C[C@H]3OCC3)F)C=C1)F